ClC1=CC(=C(N)C(=C1)F)B1OC(C(O1)(C)C)(C)C 4-chloro-6-fluoro-2-(4,4,5,5-tetramethyl-1,3,2-dioxaborolan-2-yl)aniline